Ethyl 2-(6-chloro-1-methyl-1H-indazol-4-yl)-5-fluorobenzoate ClC1=CC(=C2C=NN(C2=C1)C)C1=C(C(=O)OCC)C=C(C=C1)F